CC(=CCC1=C(C=CC(=C1O)OC)[C@@H]2CC(=O)C3=C(C=C(C(=C3O2)CC=C(C)C)O)O)C The molecule is a trihydroxyflavanone that is (2S)-flavanone substituted by hydroxy groups at positions 5, 7 and 3', a methoxy group at position 4' and prenyl groups at positions 8 and 2'. Isolated from Dendrolobium lanceolatum, it exhibits cytotoxic activity. It has a role as a metabolite and an antineoplastic agent. It is a trihydroxyflavanone, a monomethoxyflavanone and a member of 4'-methoxyflavanones. It derives from a (2S)-flavanone.